C1(=CC=CC=C1)COC1(CCC1)O 3-cis-(phenylmethoxy)cyclobutanol